C(CCCCCCCCCCCCCCCCCCCCCC)(=O)N n-tricosanoic acid amide